4-methoxy-N,N-dimethyl-benzo[B]furan-3-acetamide COC1=CC=CC=2OC=C(C21)CC(=O)N(C)C